[NH4+].FC(S(=O)(=O)[NH-])(F)F trifluoromethanesulfonamide, ammonium salt